FC1=C2NC(C=3N(C2=C(C(=C1)C1=C2C=CNC2=CC=C1)C)C(=NN3)C)(C)C 6-fluoro-8-(1H-indol-4-yl)-1,4,4,9-tetramethyl-5H-[1,2,4]triazolo[4,3-a]quinoxaline